C(CC)C(CC(=O)[O-])CCCCC\C=C/CCCCCCCC 3-propyl-oleate